FC(C1=C(N(C2=CC(=CC=C2C1=O)C1=NC(=NC=C1F)N[C@@H]1C[C@H]2CO[C@@H]([C@H]1O)O2)C(C)C)C)F 3-(difluoromethyl)-7-(5-fluoro-2-(((1S,3R,4S,5R)-4-hydroxy-6,8-dioxabicyclo[3.2.1]octan-3-yl)amino)pyrimidin-4-yl)-1-isopropyl-2-methylquinolin-4(1H)-one